CC=1SC=CC1C(=O)NC1CCC12CCC2 2-methylthiophene-3-carboxamido-spiro[3.3]Heptane